C1(CC1)C=1N=CC2=C3C(=CC(=C2C1)S(NCC(C)C)(=O)=O)[C@@H](C[C@H]3NC(CCN3C(CCC3)=O)=O)NC(=O)C=3C=NC=CC3 |r| N-[Trans-(7RS,9RS)-3-cyclopropyl-5-(2-methylpropylsulfamoyl)-9-[3-(2-oxopyrrolidin-1-yl)propanoylamino]-8,9-dihydro-7H-cyclopenta[h]isochinolin-7-yl]pyridin-3-carboxamid